4-(2-iodobenzofuran-7-yl)-N-(1-methyl-1H-pyrazol-3-yl)pyrimidin-2-amine IC=1OC2=C(C1)C=CC=C2C2=NC(=NC=C2)NC2=NN(C=C2)C